4-(2-(2-Aminopyridin-3-yl)-5-(cyclopent-1-en-1-yl)-3H-imidazo[4,5-b]pyridin-2-yl)pyridin-2-amine NC1=NC=CC=C1C1(NC=2C(=NC(=CC2)C2=CCCC2)N1)C1=CC(=NC=C1)N